1-(3-((4-((4,4-difluoropiperidin-1-yl)methyl)benzyl)amino)phenyl)dihydropyrimidine-2,4(1H,3H)-dione FC1(CCN(CC1)CC1=CC=C(CNC=2C=C(C=CC2)N2C(NC(CC2)=O)=O)C=C1)F